O=C1CCC(CCC1)C=1C=C2C(=NC1)NC(N2C2CCN(CC2)C(C2=CC=C(C=C2)OC(F)(F)F)=O)=O 6-(4-oxocycloheptyl)-1-[1-[4-(trifluoromethoxy)benzoyl]-4-piperidyl]-3H-imidazo[4,5-b]pyridin-2-one